N-[(1R,4r)-4-{2-[(R)-2-(m-fluorophenyl)-2-hydroxyethylamino]-2-methylpropyl}cyclohexyl]acetamide FC=1C=C(C=CC1)[C@H](CNC(CC1CCC(CC1)NC(C)=O)(C)C)O